4-hydroxy-2H-furan-3-one OC=1C(COC1)=O